COC(=O)C=1C(=C2C(C(N(C2=CC1)C)=O)(CF)CF)NC(=O)OC(C)(C)C ((tert-butoxycarbonyl)amino)-3,3-bis(fluoromethyl)-1-methyl-2-oxoindoline-5-carboxylic acid methyl ester